7-[5-chloro-1-(oxazolidin-2-yl)-6-oxo-1,6-dihydropyridazin-4-yl]-4-[[4-fluoro-2-(trifluoromethyl)phenyl]amino]-1-methyl-1,2,5,6,7,8-hexahydro-1,7-naphthyridin-2-one ClC1=C(C=NN(C1=O)C1OCCN1)N1CCC=2C(=CC(N(C2C1)C)=O)NC1=C(C=C(C=C1)F)C(F)(F)F